C1OCC12[C@H](CC2)N2C1CN(CC2CC1)C=1C=2N(N=CC1)C=C(C2)C=2C=NN(C2)C 4-(8-((S)-2-oxaspiro[3.3]heptan-5-yl)-3,8-diazabicyclo[3.2.1]octan-3-yl)-6-(1-methyl-1H-pyrazol-4-yl)pyrrolo[1,2-b]pyridazine